COC1=NC=C(C(=N1)OC)C=1C=C(C=2N(N1)C=CN2)N2CC(CC2)(C(F)(F)F)F 6-(2,4-dimethoxypyrimidin-5-yl)-8-[3-fluoro-3-(trifluoromethyl)pyrrolidin-1-yl]imidazo[1,2-b]pyridazine